ClC=1C=C(C(=C2C(N(CC12)C1C(NC(CC1)=O)=O)=O)F)CNC(OCC1=C2C(N(CC2=CC=C1)C)=O)=O (2-methyl-3-oxoisoindolin-4-yl)methyl ((7-chloro-2-(2,6-dioxopiperidin-3-yl)-4-fluoro-3-oxoisoindolin-5-yl)methyl)carbamate